C(C)S(=O)(=O)N1C2CNCC1CC2 8-(ethylsulfonyl)-3,8-diazabicyclo[3.2.1]octane